N-(2-chloro-3-((3,5-dimethyl-4-oxo-3,4-dihydroquinazolin-8-yl)amino)-4,5-difluorophenyl)propane-1-sulfonamide ClC1=C(C=C(C(=C1NC=1C=CC(=C2C(N(C=NC12)C)=O)C)F)F)NS(=O)(=O)CCC